C[C@@H]1CN(CCN1)C1=CC=C(C=N1)C1=NNC2=C1N=C(N=C2)N2[C@H]1CN(C[C@@H]2CC1)C(=O)N1CCCC1 ((1R,5S)-8-(3-(6-((R)-3-Methylpiperazin-1-yl)pyridin-3-yl)-1H-pyrazolo[4,3-d]pyrimidin-5-yl)-3,8-diazabicyclo[3.2.1]octan-3-yl)(pyrrolidin-1-yl)methanone